NC1=NC=2C=C(C(=CC2C2=C1COC2)C(=O)N([C@@H]2COC1=C2C=CC(=C1)C(F)(F)F)C)Cl 4-amino-7-chloro-N-methyl-N-((3S)-6-(trifluoromethyl)-2,3-dihydro-1-benzofuran-3-yl)-1,3-dihydrofuro[3,4-c]quinoline-8-carboxamide